2-chloro-5-trifluoromethyl-pyrimidine ClC1=NC=C(C=N1)C(F)(F)F